4-(2-cyanoprop-2-yl)-N-(3-(7-((4-methoxybenzyl)amino)-1,6-naphthyridin-3-yl)-4-methylphenyl)pyridineamide C(#N)C(C)(C)C1=CC(=NC=C1)C(=O)NC1=CC(=C(C=C1)C)C=1C=NC2=CC(=NC=C2C1)NCC1=CC=C(C=C1)OC